dioctyltin bis(ethylmalate) C(C)C(C(=O)[O-])(O)CC(=O)[O-].C(C)C(C(=O)[O-])(O)CC(=O)[O-].C(CCCCCCC)[Sn+4]CCCCCCCC